4-(6-cyanopyrazin-2-yl)-N-(2-(2-(cyclopropanesulfonylamino)thiazol-4-yl)propan-2-yl)-2-methoxybenzamide C(#N)C1=CN=CC(=N1)C1=CC(=C(C(=O)NC(C)(C)C=2N=C(SC2)NS(=O)(=O)C2CC2)C=C1)OC